BrC=1C=C(C=NC1)CC(=O)N1CCCC2=CC=CC=C12 2-(5-bromopyridin-3-yl)-1-(3,4-dihydroquinolin-1(2H)-yl)ethan-1-one